C12CN(CC(N1)C2)C=2C(=C1C(N(C(C1=CC2)=O)C2C(NC(CC2)=O)=O)=O)F 5-(3,6-diazabicyclo[3.1.1]heptan-3-yl)-2-(2,6-dioxopiperidin-3-yl)-4-fluoroisoindoline-1,3-dione